tert-butyl (4-(5-(tert-butyl)-1,2,4-oxadiazol-3-yl)benzyl)carbamate C(C)(C)(C)C1=NC(=NO1)C1=CC=C(CNC(OC(C)(C)C)=O)C=C1